O.O.Br.Br.C1(CCC(CC1)N)N cyclohexane-1,4-diamine dihydrobromide dihydrate